2,4-dichloro-5-methyl-quinazoline ClC1=NC2=CC=CC(=C2C(=N1)Cl)C